N1=CN=C2C=CC34C(=CN5C(C3=C21)=NC=C5)C=CC(C4)=O 7H-benzo[d]imidazo[4,5]imidazo[2,1-a]isoquinolin-7-one